N-(5-(5-cyclopropyl-1,2,4-oxadiazol-3-yl)-2,3-dihydro-1H-inden-1-yl)-1,3-dimethyl-1H-pyrazole-4-carboxamide C1(CC1)C1=NC(=NO1)C=1C=C2CCC(C2=CC1)NC(=O)C=1C(=NN(C1)C)C